silver copper titanium boron [B].[Ti].[Cu].[Ag]